ClC1=CC(=NC(=C1N)C)C=1C(=NC=CC1)OCC 4-chloro-2'-ethoxy-6-methyl-[2,3'-bipyridine]-5-amine